1-(3-(3-(4-carboxy-4-methylpentyl)phenyl)propyl)cyclopropane-1-carboxylic acid C(=O)(O)C(CCCC=1C=C(C=CC1)CCCC1(CC1)C(=O)O)(C)C